C(C)OC([C@H](C1CC1)OC1=C(C=C(C(=C1)F)Br)C1=NOCC1OCC)=O (2S)-2-[4-bromo-5-fluoro-2-(4-ethoxy-4,5-dihydroisoxazol-3-yl)phenoxy]-2-cyclopropylacetic acid ethyl ester